ClC1=C(C(=O)NO)C=CC(=C1)C=O 2-chloro-4-formyl-N-hydroxybenzamide